tert-butyl rel-(4aS,8aS)-8,8-difluoro-3-oxohexahydro-2H-pyrido[4,3-b][1,4]oxazine-6(5H)-carboxylate FC1(CN(C[C@H]2[C@@H]1OCC(N2)=O)C(=O)OC(C)(C)C)F |o1:5,6|